OC1=CC(=CC(=C1[C@H]1[C@@H](CCC(=C1)C)C(=C)C)OS(=O)(=O)[O-])CCCCC.C(C)[NH+](CC)CC triethylammonium (1'R,2'R)-6-hydroxy-5'-methyl-4-pentyl-2'-(prop-1-en-2-yl)-1',2',3',4'-tetrahydro-[1,1'-biphenyl]-2-yl-sulfate